CC1=CN=C(S1)C=1C=C(C(=O)N[C@H](CC)C=2C=NC(=NC2)C(F)(F)F)C=C(C1)OC1CCOCC1 3-(5-Methyl-1,3-thiazol-2-yl)-5-(tetrahydro-2H-pyran-4-yloxy)-N-{(1R)-1-[2-(trifluoromethyl)pyrimidin-5-yl]propyl}benzamide